C[C@@H]1N(CC[C@@H]1NC)C(=O)OC(C)(C)C tert-butyl (2S,3S)-2-methyl-3-(methylamino)pyrrolidine-1-carboxylate